FC=1C=C(C2=C(CC(CO2)C(=O)O)C1)F 6,8-difluoro-3,4-dihydro-2H-1-benzopyran-3-carboxylic acid